BrC1=NC2=C3N=C(C=C(C3=CC=C2C(=C1)C1=CC=CC=C1)C1=CC=CC=C1)Br 2,9-dibromo-4,7-diphenyl-1,10-phenanthroline